(R)-3-hydroxy-N,N-dimethyl-3-(thien-2-yl)propanamide O[C@H](CC(=O)N(C)C)C=1SC=CC1